sulfenyl-propanesulfonate S=C(CC)S(=O)(=O)[O-]